ClC(CCl)[Si](OC)(OC)OC 1,2-dichloroethyl-trimethoxysilane